N-(4-Chloro-3-fluorophenyl)-2-(3,5-dimethyl-1-(4-(5-(trifluoromethyl)-1,2,4-oxadiazol-3-yl)phenyl)-1H-pyrazol-4-yl)acetamide ClC1=C(C=C(C=C1)NC(CC=1C(=NN(C1C)C1=CC=C(C=C1)C1=NOC(=N1)C(F)(F)F)C)=O)F